C(N)(=N)C=1C2=C(C(N=C2C=C(C1)C(N)=N)(CC(C(=O)[O-])O)C1=CC=CC=C1)CC(C(=O)[O-])O 4,6-diamidino-2-phenylindoledilactate